methyl (S)-3-(3-(2,5-difluoro-3-(imidazo[1,2-a]pyridine-3-carboxamido)-4-methylphenyl)-1,2,4-oxadiazol-5-yl)pyrrolidine-1-carboxylate FC1=C(C=C(C(=C1NC(=O)C1=CN=C2N1C=CC=C2)C)F)C2=NOC(=N2)[C@@H]2CN(CC2)C(=O)OC